ethyl 4-(4-(2-(3-(3-amino-6-(2-hydroxyphenyl)pyridazin-4-yl)-3,8-diazabicyclo[3.2.1]octan-8-yl)pyrimidin-5-yl)phenyl)cyclohexanecarboxylate NC=1N=NC(=CC1N1CC2CCC(C1)N2C2=NC=C(C=N2)C2=CC=C(C=C2)C2CCC(CC2)C(=O)OCC)C2=C(C=CC=C2)O